benzo[B]-[1,4]oxazin O1C2=C(N=CC1)C=CC=C2